FC=1C(=C(C=CC1F)N[C@@H](C)C=1C=C(C=C2C(N(C(=NC12)C1CCOCC1)C)=O)C)S(=O)(=O)C (S)-8-(1-((3,4-difluoro-2-(methylsulfonyl)phenyl)amino)ethyl)-3,6-dimethyl-2-(tetrahydro-2H-pyran-4-yl)quinazolin-4(3H)-one